ClC1=NC=C(C(=C1)N1CC(C1)CC(C)O)I (1-(2-chloro-5-iodopyridin-4-yl)azetidin-3-yl)propan-2-ol